C(C)(C)N(P(O[C@@H]1[C@H](O[C@H]([C@@H]1F)N1C2=NC=NC(=C2N=C1)NC(C1=CC=CC=C1)=O)COC(C1=CC=CC=C1)(C1=CC=C(C=C1)OC)C1=CC=C(C=C1)OC)OCCC#N)C(C)C (2R,3R,4R,5R)-5-(6-benzamido-9H-purin-9-yl)-2-((bis(4-methoxyphenyl)(phenyl)methoxy)methyl)-4-fluorotetrahydrofuran-3-yl (2-cyanoethyl) diisopropylphosphoramidite